O1C(OCC1)C=1C(=NC=NC1N[C@H](C#C)C1=C(C(=CC=C1)C(F)(F)F)C)CC(=O)NC1(CC1)C(F)F (R)-2-(5-(1,3-dioxolan-2-yl)-6-((1-(2-methyl-3-(trifluoromethyl)phenyl)-prop-2-yn-1-yl)amino)pyrimidin-4-yl)-N-(1-(difluoromethyl)cyclopropyl)acetamide